FC1=C(C(=CC=C1)C)C1=CC(=C2C=C(N=CC2=C1)N)C1CCN(CC1)C 7-(2-fluoro-6-methyl-phenyl)-5-(1-methyl-4-piperidyl)isoquinolin-3-amine